2-[2-(2-benzylthioethylthio)ethyl]pyridine C(C1=CC=CC=C1)SCCSCCC1=NC=CC=C1